1-((1R,2R,4S)-7-oxabicyclo[2.2.1]heptan-2-yl)-2-(4-(6-((4-cyano-2-fluorobenzyl)oxy)pyridin-2-yl)-2,5-difluorobenzyl)-1H-benzo[d]imidazole-6-carboxylic acid [C@H]12[C@@H](C[C@H](CC1)O2)N2C(=NC1=C2C=C(C=C1)C(=O)O)CC1=C(C=C(C(=C1)F)C1=NC(=CC=C1)OCC1=C(C=C(C=C1)C#N)F)F